C(C1=CC=CC=C1)N1CN([C@H]2[C@@H]1COC2)CC2=CC=CC=C2 (3aS,6aR)-1,3-dibenzyl-hexahydro-1H-furo[3,4-d]imidazole